C1(=CC=CC=2SC3=CC=CC=C3NC12)C=O phenothiazine-formaldehyde